C(C1=CC=CC=C1)N1C[C@H]([C@](CC1)(O)CNC1=NC=NC(=C1F)N(CC1=C(C=C(C=C1)N1N=CC=C1)F)C1CC1)O |o1:9,10| rel-(3R,4R)-1-benzyl-4-(((6-(cyclopropyl(2-fluoro-4-(1H-pyrazol-1-yl)benzyl)amino)-5-fluoropyrimidin-4-yl)amino)methyl)piperidine-3,4-diol